2-[(tert-butyldiphenylsilyl)oxy]ethan-1-ol [Si](C1=CC=CC=C1)(C1=CC=CC=C1)(C(C)(C)C)OCCO